N1(CCC1)CC1=CC=C(C=C1)C=1OC2=C(C(C1)=O)C=CC=1N=C(N(C12)C)C(F)(F)F 8-(4-(azetidin-1-ylmethyl)phenyl)-1-methyl-2-(trifluoromethyl)chromeno[7,8-d]imidazol-6(1H)-one